2,6-diamino-4,8-dipiperidinyl-pyrimido[5,4-d]pyrimidine NC=1N=C(C2=C(N1)C(=NC(=N2)N)N2CCCCC2)N2CCCCC2